C(CCCCCCCCCCCCCCCCCC)(=O)OC[C@@H](OC(C)=O)COP(=O)([O-])OCC[N+](C)(C)C 1-nonadecanoyl-2-acetyl-sn-glycero-3-phosphocholine